(2R,4S)-N-((S)-1-(((6-amino-2-methylpyridin-3-yl)methyl)amino)-1-oxopropan-2-yl)-4-(2-bromobenzyl)pyrrolidine-2-carboxamide di-trifluoroacetate FC(C(=O)O)(F)F.FC(C(=O)O)(F)F.NC1=CC=C(C(=N1)C)CNC([C@H](C)NC(=O)[C@@H]1NC[C@H](C1)CC1=C(C=CC=C1)Br)=O